(R)-methyl 2-((((9H-fluoren-9-yl)methoxy)carbonyl)amino)-3-iodopropanoate C1=CC=CC=2C3=CC=CC=C3C(C12)COC(=O)N[C@H](C(=O)OC)CI